2-((5-(2-((3x-S,5x-S)-6-(ethyl-(methyl)amino)-5-hydroxy-2-methylhexan-3-yl)-2,6-diazaspiro[3.4]oct-6-yl)-1,2,4-triazin-6-yl)oxy)-5-fluoro-N,N-diisopropylbenzamide fumarate C(\C=C\C(=O)O)(=O)O.C(C)N(CC(CC(C(C)C)N1CC2(C1)CN(CC2)C=2N=CN=NC2OC2=C(C(=O)N(C(C)C)C(C)C)C=C(C=C2)F)O)C